C1(CC1)N1C(C=C(C=C1)NC(=N)C1(CCNCC1)C)=O N-(1-cyclopropyl-2-oxo-1,2-dihydropyridin-4-yl)-4-methylpiperidine-4-carboxamidine